ClC1=C(C=CC=C1)C1=NNC2=NC(=CN=C21)N2CC1C(C1CC2)(C=2SC=C(N2)C)CN (3-(3-(2-chlorophenyl)-1H-pyrazolo[3,4-b]pyrazin-6-yl)-7-(4-methylthiazol-2-yl)-3-azabicyclo[4.1.0]heptan-7-yl)methanamine